2-(1-(o-methylphenyl)-1H-pyrazol-5-yl)propane-2-ol CC1=C(C=CC=C1)N1N=CC=C1C(C)(C)O